C(=O)[O-].O1N=C(C=C1)NC(C[N+]1(CCCCCC1)CC(=O)NC1=C(SC=C1C)C(NCCOC)=O)=O 1-(2-(isoxazol-3-ylamino)-2-oxoethyl)-1-(2-((2-((2-methoxyethyl)carbamoyl)-4-methylthiophen-3-yl)amino)-2-oxoethyl)azepan-1-ium formate